C(CCC)C(C(=O)OCCCCC(=O)OCC(CO)(COC(CCCCOC(C(CCCCCC)CCCC)=O)=O)COC(CCCCOC(C(CCCCCC)CCCC)=O)=O)CCCCCC [5-[2,2-bis[5-(2-butyloctanoyloxy) pentanoyloxymethyl]-3-hydroxy-propoxy]-5-oxo-pentyl] 2-butyloctanoate